ClC=1C(=NC(=NC1)NC=1SC2=C(N1)C=CC(=C2)S(=O)(=O)C)NC2=C(C=CC=C2)P(C)(C)=O (2-((5-Chloro-2-((6-(methylsulfonyl)benzo[d]thiazol-2-yl)amino)pyrimidin-4-yl)amino)phenyl)dimethylphosphine oxide